CN(C1=CC(=NC(=C1)OC1=CC(=CC=C1)C(F)(F)F)OC1=CC(=CC=C1)C(F)(F)F)C N,N-dimethyl-2,6-bis(3-(trifluoromethyl)phenoxy)pyridin-4-amine